FC(C1=CC=C(C=C1)COC=1C=C2C(=CNC2=CC1)NC(=O)C1CCOCC1)(F)F N-(5-{[4-(trifluoromethyl)phenyl]methoxy}-1H-indol-3-yl)oxane-4-carboxamide